6-(1-methyl-1H-pyrazole-5-carboxamido)-7-oxohept-2-enoate CN1N=CC=C1C(=O)NC(CCC=CC(=O)[O-])C=O